C(C=C)C=1C=C(C=CC1O)C1=C(C=CC(=C1)CC=C)O 3',5-diallyl-2,4'-dihydroxybiphenyl